FC(C(=O)O)(F)F.ClC1=C(C(=C(C=C1)C(C)(C)N)F)F 2-(4-chloro-2,3-difluorophenyl)propan-2-amine trifluoroacetate